N1C(CC=CC1=O)=O pyridin-2,6(1H,3H)-dione